C1(CC1)N1CCN(CC1)C1=NC=NC2=C1SC=1N=NC(=C(C12)C)C 8-(4-cyclopropylpiperazin-1-yl)-3,4-dimethylpyrimido[4',5':4,5]thieno[2,3-c]pyridazine